monocesium triphosphate [O-]P(O)(=O)OP(=O)(O)OP(=O)(O)O.[Cs+]